C(OCF)(OC)=O 1-fluoromethyl methyl carbonate